C(C)(=O)OC=1C=C2C=CN(C2=CC1)C methyl-(1H-indol-5-yl) acetate